O=C1C=2N(CCN1)N=CC2C(=O)N 4-oxo-4,5,6,7-tetrahydropyrazolo[1,5-a]pyrazin-3-carboxamid